2-(2-(cyclopropanesulfonamido)thiazol-4-yl)-N-(2-methoxy-4-(5-(trifluoromethyl)pyridin-3-yl)phenyl)-2-methylpropanamide C1(CC1)S(=O)(=O)NC=1SC=C(N1)C(C(=O)NC1=C(C=C(C=C1)C=1C=NC=C(C1)C(F)(F)F)OC)(C)C